tert-butyl (S)-(7-cyclopropyl-5-fluoroisochroman-4-yl)carbamate C1(CC1)C1=CC(=C2[C@@H](COCC2=C1)NC(OC(C)(C)C)=O)F